COC1=C(CNC2=NC3=C(C=CC=C3C(=N2)NNC(=O)[C@H]2N(CC(C2)(F)F)C(=O)OC(C)(C)C)OC)C=CC(=C1)OC tert-butyl (S)-2-(2-(2-((2,4-dimethoxybenzyl)amino)-8-methoxyquinazolin-4-yl)hydrazine-1-carbonyl)-4,4-difluoropyrrolidine-1-carboxylate